C(C)(C)(C)OC(=O)NCC(C(=O)NC1=C(C=C(C=C1)C=1C=NN(C1)C(=O)OC(C)(C)C)F)C1=CC=CC=C1 tert-butyl 4-(4-(3-((tert-butoxycarbonyl)amino)-2-phenylpropanamido)-3-fluorophenyl)-1H-pyrazole-1-carboxylate